gamma-propyl-silane zirconium [Zr].CCC[SiH3]